C(C)(C)(C)OC(=O)N1CC(CCC1)C(=O)NNC(C1=CN=C(C=C1)C(F)(F)F)=O 3-(2-(6-(trifluoromethyl)nicotinoyl)hydrazine-1-carbonyl)piperidine-1-carboxylic acid tert-butyl ester